ClC=1C=C2C(C[C@@H](OC2=CC1)C(=O)NC1CCC(CC1)C(NCC1=NC=C(C=C1)C(F)(F)F)=O)=O (R)-6-chloro-4-oxo-N-((1r,4R)-4-(((5-(trifluoromethyl)pyridin-2-yl)methyl)carbamoyl)cyclohexyl)chroman-2-carboxamide